1-((3-((3R,5R)-5-(benzo[d]thiazol-6-yl)tetrahydrofuran-3-yl)-1,2,4-oxadiazol-5-yl)methyl)-7-methyl-1,7-dihydro-6H-purin-6-one S1C=NC2=C1C=C(C=C2)[C@H]2C[C@@H](CO2)C2=NOC(=N2)CN2C=NC=1N=CN(C1C2=O)C